8-((3R,4R)-3-ethyl-4-(3-isopropylphenoxy)piperidin-1-yl)-5-methyl-6-oxo-5,6-dihydro-1,5-naphthyridine-2-carbonitrile C(C)[C@@H]1CN(CC[C@H]1OC1=CC(=CC=C1)C(C)C)C1=CC(N(C=2C=CC(=NC12)C#N)C)=O